3-[2-methyl-4-(2-methyl-2-propyl)-1-cyclohexen-1-yl]propanal potassium [K].CC1=C(CCC(C1)C(C)(C)C)CCC=O